CC=1NC2=C(C=CC(=C2C1C)N1CCNCC1)C(=O)N 2,3-dimethyl-4-(piperazin-1-yl)-1H-indole-7-carboxamide